N[C@@H](CC(=O)O)C1=CC(=C(C=C1)F)F (S)-3-amino-3-(3,4-difluorophenyl)propanoic acid